C(C)(C)(C)C1(C(C=CC=C1)C(C)(C)C)C(C)C 1,2-bis(t-butyl)-cumene